2'-[(4-acetyl-1,4-diazepan-1-yl)methyl]-5'-chloro-7',8'-dihydro-6'H-spiro[cyclohexane-1,9'-furo[2,3-f]quinazoline]-7'-one C(C)(=O)N1CCN(CCC1)CC1=CC=2C(=C3C4(NC(NC3=C(C2)Cl)=O)CCCCC4)O1